2-((benzo[d]thiazol-5-ylmethyl)((tetrahydro-2H-pyran-2-yl)methyl)amino)-2-oxoacetic acid S1C=NC2=C1C=CC(=C2)CN(C(C(=O)O)=O)CC2OCCCC2